FC(C1CC(C1)N(C(O)=O)C1=C(C(=NN1C)C1CC(C1)(F)F)C1CCC1)F.N=1C=CN2C1C=CC(=C2)C(C)=O 1-imidazo[1,2-a]pyridin-6-yl-ethanone (1s,3s)-3-(difluoromethyl)cyclobutyl-(4-cyclobutyl-3-(3,3-difluorocyclobutyl)-1-methyl-1H-pyrazol-5-yl)carbamate